CC1=CC=CC(=N1)C1=NC=CC(=N1)NC1=NC(=NC=C1)NC=1C=C(SC1)C(=O)OC[C@@H]1NCCCC1 [(2R)-2-piperidyl]methyl 4-[[4-[[2-(6-methyl-2-pyridyl)pyrimidin-4-yl]amino]pyrimidin-2-yl]amino]thiophene-2-carboxylate